3-((1R,3R)-3-(2-(5,6,7,8-tetrahydro-1,8-naphthyridin-2-yl)ethyl)cyclobutanecarboxamido)propionic acid N1=C(C=CC=2CCCNC12)CCC1CC(C1)C(=O)NCCC(=O)O